(2S)-heptane-1,2-diol C([C@H](CCCCC)O)O